(3aRS,5aSR,9aSR,9bSR)-3a,6,6,9a-tetramethyldodecahydronaphtho[2,1-b]furan C[C@]12OCC[C@H]1[C@]1(CCCC([C@@H]1CC2)(C)C)C |r|